S1N=CN=C1NC=1NC=2N(C(C1C1=CC=C(C=C1)OC)=O)N=C(C2C2=CCCCC2)C2=CC=CC=C2 5-((1,2,4-thiadiazol-5-yl)amino)-3-(cyclohex-1-en-1-yl)-6-(4-methoxyphenyl)-2-phenylpyrazolo[1,5-a]pyrimidin-7(4H)-one